1,2-cyclohexandicarboxylic acid C1(C(CCCC1)C(=O)O)C(=O)O